COC=1C=C(C=CC1)C1=C(C=CC(=C1)OC)C(C)(C)O 2-(3',5-Dimethoxybiphenyl-2-yl)propan-2-ol